(5,7-Dimethyl-1-phenyl-3,4-dihydro-1H-isoquinolin-2-yl)-N-(1-methyl-6-indazolyl)-4-oxobutyric acid amide CC1=C2CCN(C(C2=CC(=C1)C)C1=CC=CC=C1)C(C(=O)NC1=CC=C2C=NN(C2=C1)C)CC=O